NC1=C(C(C(O1)C1=C(C=CC(=C1)Cl)Cl)=O)O 5-amino-4-hydroxy-2-(2,5-dichlorophenyl)-furan-3-one